FC(C1=CC=C(C(=N1)OC)CC(=O)O)F 2-(6-(difluoromethyl)-2-methoxypyridin-3-yl)acetic acid